4-(4-{[2-Fluoro-3-(trifluoromethyl)phenyl]methoxy}-3-methoxyphenyl)-2H,4H,5H,6H,7H-pyrazolo[3,4-b]pyridin-6-one FC1=C(C=CC=C1C(F)(F)F)COC1=C(C=C(C=C1)C1C=2C(NC(C1)=O)=NNC2)OC